S=C1SCCN1 THIONOTHIAZOLIDINE